ClC=1C(=CC(=NC1)NC(C([2H])([2H])[2H])(C[2H])[2H])C=1C=C(NC1)C(=O)NC(CO)C1=CC(=CC=C1)Cl 4-(5-chloro-2-((propan-2-yl-1,1,1,2,3-d5)amino)pyridin-4-yl)-N-(1-(3-chlorophenyl)-2-hydroxyethyl)-1H-pyrrole-2-carboxamide